COCOC1=C(C(=O)O)C(=CC(=C1)OCOC)C=C 2,4-bis(methoxymethoxy)-6-vinylbenzoic acid